(M)-tert-Butyl 3-((6-chloro-7-(2-fluorophenyl)-1-(2-isopropyl-4-methylpyridin-3-yl)-2-oxo-1,2-dihydropyrido[2,3-d]pyrimidin-4-yl)amino)azetidine-1-carboxylate ClC1=CC2=C(N(C(N=C2NC2CN(C2)C(=O)OC(C)(C)C)=O)C=2C(=NC=CC2C)C(C)C)N=C1C1=C(C=CC=C1)F